1-tert-butyl-3-[1-cyclopropyl-5-(5-piperazin-1-ylpyrimidin-2-yl)triazol-4-yl]pyrazolo[3,4-d]pyrimidin-4-amine C(C)(C)(C)N1N=C(C=2C1=NC=NC2N)C=2N=NN(C2C2=NC=C(C=N2)N2CCNCC2)C2CC2